FC1=C(C=O)C(=CC=C1)F 2,6-bis-fluorobenzaldehyde